P(=O)(O)(O)OC(C(=O)O)CO.N[C@@H](CCCCN)C(=O)O lysine phosphoglycerate